CCC(CC/C=C\\C/C=C\\C/C=C\\C/C=C\\C/C=C\\CCC(=O)[O-])O The molecule is a docosanoid anion that is the conjugate base of (4Z,7Z,10Z,13Z,16Z)-20-hydroxydocosapentaenoic acid, obtained by deprotonation of the carboxy group; major species at pH 7.3. It derives from a (4Z,7Z,10Z,13Z,16Z)-docosapentaenoate. It is a conjugate base of a (4Z,7Z,10Z,13Z,16Z)-20-hydroxydocosapentaenoic acid.